CC1=C(C=CC(=C1)C)NC(CCN1C=NC(=C1C1COCC1)C1=CC=CC=C1)=O N-(2,4-dimethylphenyl)-3-[4-phenyl-5-(tetrahydrofuran-3-yl)-1H-imidazol-1-yl]propanamide